N1C=CC=2C1=NC=C(C2)NC(OC[C@@H]2OC1=C(C3=C(N=C(S3)C3=C4N=CC(=NC4=CC(=C3)C)OC)C=C1)OC2)=O (R)-(2-(2-methoxy-7-methylquinoxalin-5-yl)-7,8-dihydro-[1,4]dioxino[2',3':3,4]benzo[1,2-d]thiazol-7-yl)methyl 1H-pyrrolo[2,3-b]pyridin-5-ylcarbamate